N'-acetyl-4-amino-N-(2-chloro-4-(1-(trifluoromethyl)-1H-pyrazol-4-yl)benzyl)-N',1-dimethyl-1H-pyrazolo[4,3-c]quinoline-8-carbohydrazide C(C)(=O)N(N(C(=O)C1=CC=2C3=C(C(=NC2C=C1)N)C=NN3C)CC3=C(C=C(C=C3)C=3C=NN(C3)C(F)(F)F)Cl)C